C(CCCC)N(CCO)CCCCC N,N-di-n-pentyl-ethanolamine